2-(3-(2-chloro-4-morpholinofuro[3,2-d]pyrimidin-6-yl)-5-methyl-1H-pyrazol-1-yl)-N,N-dimethylethanamine ClC=1N=C(C2=C(N1)C=C(O2)C2=NN(C(=C2)C)CCN(C)C)N2CCOCC2